1-(4-((3r,5r,7r)-adamantan-1-yl)butyl)-3-((5-(4-chloro-phenyl)-1-(2,4-dichlorophenyl)-4-methyl-1H-pyrazol-3-yl)-methyl)urea C12(CC3CC(CC(C1)C3)C2)CCCCNC(=O)NCC2=NN(C(=C2C)C2=CC=C(C=C2)Cl)C2=C(C=C(C=C2)Cl)Cl